7-((4-((2-(Diethylphosphoryl)phenyl)amino)-5-(trifluoromethyl)pyrimidin-2-yl)amino)-N-methoxy-2,3-dihydrobenzofuran-4-carboxamide C(C)P(=O)(CC)C1=C(C=CC=C1)NC1=NC(=NC=C1C(F)(F)F)NC=1C=CC(=C2CCOC21)C(=O)NOC